O1CCC=2C1=CC=CC2C(=O)O 2,3-dihydro-1-benzofuran-4-carboxylic acid